5,4-difluoro-N-(morpholin-3-ylmethyl)benzamide FC=1C(=CC=C(C(=O)NCC2NCCOC2)C1)F